C(C1=CC=CC=C1)OC(=O)N1CC2N(C(NC(C2)=O)=O)CC1 6,8-dioxo-octahydro-pyrazino[1,2-c]pyrimidine-2-carboxylic acid benzyl ester